C(C1=CC=CC=C1)=[Ru](=C1N(CCN1C1=C(C=C(C=C1C)C)C)C1=C(C=C(C=C1C)C)C)(Cl)Cl Benzylidene[1,3-bis(2,4,6-trimethylphenyl)imidazolidin-2-ylidene]ruthenium dichloride